lead(II) hydroxide acetate C(C)(=O)O.[Pb](O)O